FC1=C(CN(C=2C=C3N(C(N2)=O)C[C@@H]2N3CCC2)C)C=CC(=C1)F (R)-3-((2,4-difluorobenzyl)(methyl)amino)-7,8,8a,9-tetrahydropyrrolo[1',2':3,4]imidazo[1,2-c]pyrimidin-1(6H)-one